4-methyl-Phenylbutanone CC1=CC=C(C=C1)CC(CC)=O